(Z)-5-chloro-1-(3-(diethylamino)propyl)-3-(methoxyimino)indolin-2-one Indole-3-carboxylate N1C=C(C2=CC=CC=C12)C(=O)O.ClC=1C=C2/C(/C(N(C2=CC1)CCCN(CC)CC)=O)=N/OC